C1(CC1)S(=O)(=O)NC=1C=C(C=CC1)S(=O)(=O)N1C=C(C=C1C1=C(C=C(C=C1)OCC1CC1)F)CN(C(OC(C)(C)C)=O)C tert-butyl N-{[1-(3-cyclopropanesulfonylamino benzenesulfonyl)-5-[4-(cyclopropylmethoxy)-2-fluorophenyl]-1H-pyrrol-3-yl] methyl}-N-methylcarbamate